C(C)(C)(C)OC(=O)N1C[C@@]2(CCN(C2)[C@H](C(=O)O)C2CCCC2)CC1 (S)-[(5S)-7-(tert-butoxycarbonyl)-2,7-diazaspiro[4.4]nonan-2-yl](cyclopentyl)acetic acid